N-methyl-imidazolidinone CN1C(NCC1)=O